BrC#CC(=O)OCC ethyl bromopropiolate